2-(4-chloro-2-(trifluoromethyl)benzyl)-3-cyclopropylimidazo[1,2-a]pyridine-7-carboxylic acid ClC1=CC(=C(CC=2N=C3N(C=CC(=C3)C(=O)O)C2C2CC2)C=C1)C(F)(F)F